ClC1=C2C=NN(C2=CC=C1NC1=NN=C(O1)C=1C=C(C=CC1)NC(=O)C=1C=NN(C1)C)C1OCCCC1 4-N-(3-(5-((4-chloro-1-(tetrahydro-2H-pyran-2-yl)-1H-indazol-5-yl)amino)-1,3,4-oxadiazol-2-yl)phenyl)-1-methyl-1H-pyrazole-4-carboxamide